[2H]C(O)(C1C(C1(C)C)(C)C)[2H] dideuterio-(2,2,3,3-tetramethylcyclopropyl)methanol